COC[C@@H](C1=CC=CC=C1)NC(=O)C1=NN2C(C(NC(=C2)C2=CC3=CC=CC=C3C=C2)=O)=C1 N-[(1R)-2-Methoxy-1-phenylethyl]-6-(naphthalen-2-yl)-4-oxo-4,5-dihydropyrazolo[1,5-a]pyrazine-2-carboxamide